tri-n-butoxyhafnium bromide [Br-].C(CCC)O[Hf+](OCCCC)OCCCC